methyl-octadiene CC=CC=CCCCC